2-(2-((5-(3-(aminomethyl)phenyl)-2-(hydroxymethyl)benzofuran-3-yl)methoxy)phenyl)acetic acid NCC=1C=C(C=CC1)C=1C=CC2=C(C(=C(O2)CO)COC2=C(C=CC=C2)CC(=O)O)C1